5-Bromo-7-chloroimidazo[1,2-a]pyridine BrC1=CC(=CC=2N1C=CN2)Cl